(3,3-dimethoxycyclobutyl)methyl methanesulfonate CS(=O)(=O)OCC1CC(C1)(OC)OC